dioctadecyl-methylammonium tetrakis(pentafluorophenyl)borate FC1=C(C(=C(C(=C1[B-](C1=C(C(=C(C(=C1F)F)F)F)F)(C1=C(C(=C(C(=C1F)F)F)F)F)C1=C(C(=C(C(=C1F)F)F)F)F)F)F)F)F.C(CCCCCCCCCCCCCCCCC)[NH+](C)CCCCCCCCCCCCCCCCCC